DIMETHYL ADIPATE C(CCCCC(=O)OC)(=O)OC